Cl.ClC=1C=C(C=CC1F)NC1N(C(=NC(=N1)N)N1CCCC1)C1=CC(=CC=C1)F N-(3-Chloro-4-fluorophenyl)-N1-(3-fluorophenyl)-6-pyrrolidin-1-yl-[1,3,5]triazine-2,4-diamine hydrochloride